6-((5-((3S,4S)-4-amino-3-methyl-2-oxa-8-azaspiro[4.5]decan-8-yl)pyrazin-2-yl)thio)-5-chloro-3-(2-methoxyethyl)quinazolin-4(3H)-one N[C@@H]1[C@@H](OCC12CCN(CC2)C=2N=CC(=NC2)SC=2C(=C1C(N(C=NC1=CC2)CCOC)=O)Cl)C